OC=1C(=NC=C(C1C)C1=CN=C(S1)C1=CC=CC=C1)C#N 3-hydroxy-4-methyl-5-(2-phenylthiazol-5-yl)picolinonitrile